ClC1=C(C(=CC(=C1)OC(F)(F)F)Cl)NN (2,6-dichloro-4-(trifluoromethoxy)phenyl)hydrazine